C1(CC1)C=1C=CC2=C(N(C(N=C2NC)=O)C2=CC=CC=3N2C=CN3)N1 7-Cyclopropyl-1-(imidazo[1,2-a]pyridin-5-yl)-4-(methylamino)pyrido[2,3-d]pyrimidin-2(1H)-one